{4-(S)-[2-(3-Methoxyphenyl)methanesulfonylamino-2-(2-ethylthiazol-4-yl)ethyl]phenyl}sulfamic acid COC=1C=C(C=CC1)CS(=O)(=O)NC(CC1=CC=C(C=C1)NS(O)(=O)=O)C=1N=C(SC1)CC